methyl 2-(3-(2-aminoethyl)-5-bromo-1-methyl-1H-indol-2-yl)acetate NCCC1=C(N(C2=CC=C(C=C12)Br)C)CC(=O)OC